BOC-theanine C(=O)(OC(C)(C)C)N[C@@H](CCC(=O)NCC)C(=O)O